10,13-dimethyl-5,8-dioxo-2,9-diazatricyclo[7.4.1.02,7]tetradeca-3,6,11-triene-4-carboxamide CC1N2C(C3=CC(C(=CN3C(C(C=C1)C)C2)C(=O)N)=O)=O